CN1N=C(C(=C1C(=O)O)C)C1=CC=CC=C1 1,4-dimethyl-3-phenyl-1H-pyrazole-5-carboxylic acid